diethylamino-dicyclopentylmethoxysilane C(C)N(CC)[SiH2]OC(C1CCCC1)C1CCCC1